cis-21-triacontene CCCCCCCCCCCCCCCCCCCC\C=C/CCCCCCCC